CNC.CNC.[Zr] zirconium bis(dimethylamine)